(2-fluorophenyl)-N2-isopropyl-N4-(pyridin-4-yl)-1,3,5-triazine-2,4-diamine FC1=C(C=CC=C1)C1=NC(=NC(=N1)NC(C)C)NC1=CC=NC=C1